3',4'-Dimethoxyacetophenone COC=1C=C(C=CC1OC)C(C)=O